C(C1=CC=CC=C1)N1CC(C1)(OC)OC 1-benzyl-3,3-dimethoxy-azetidine